OCN1C(NC(C1NC(N)=O)=O)=O N'-[3-(hydroxymethyl)-2,5-dioxoimidazolidin-4-yl]urea